ClC=1C=NC=C(C1C(C)OC=1C=C2C=CNC2=CC1)Cl 5-(1-(3,5-dichloropyridin-4-yl)ethoxy)-1H-indole